5-Methoxy-1,2,3,4-tetrahydroisoquinolin COC1=C2CCNCC2=CC=C1